4-bromo-N-(4-(1-(2,2,2-trifluoroethyl)-1H-pyrazol-4-yl)quinolin-8-yl)benzamide BrC1=CC=C(C(=O)NC=2C=CC=C3C(=CC=NC23)C=2C=NN(C2)CC(F)(F)F)C=C1